N-ethyl-N-isopropyl-aniline tert-butyl-(3-exo)-3-((4-((5-methyl-1H-pyrazol-3-yl)amino)pyrido[2,3-d]pyrimidin-2-yl)amino)-8-azabicyclo[3.2.1]octane-8-carboxylate C(C)(C)(C)OC(=O)N1C2CC(CC1CC2)NC=2N=C(C1=C(N2)N=CC=C1)NC1=NNC(=C1)C.C(C)N(C1=CC=CC=C1)C(C)C